CN1C2(CCC2)CN(C1=O)C1CN(CCC1)C=1N=CC(=NC1)C(=O)N 5-(3-(5-methyl-6-oxo-5,7-diazaspiro[3.4]octan-7-yl)piperidin-1-yl)pyrazine-2-carboxamide